N-((7-(5,8-dimethylnaphthalen-2-yl)-6-methoxy-1-oxo-1H-phenalen-8-yl)methyl)-2-hydroxy-N-(2-hydroxyethyl)-N-methylethan-1-aminium chloride [Cl-].CC1=C2C=CC(=CC2=C(C=C1)C)C1=C2C(=CC=C3C=CC(C(C=C1C[N+](CCO)(C)CCO)=C32)=O)OC